6-[2,5-difluoro-4-(1H-pyrazol-4-yl)phenyl]-3-(2,2,6,6-tetramethylpiperidin-4-yl)-3H-[1,2,3]triazolo[4,5-c]pyridazine FC1=C(C=C(C(=C1)C=1C=NNC1)F)C1=CC2=C(N=N1)N(N=N2)C2CC(NC(C2)(C)C)(C)C